5-bromo-N-methyl-7-(2-oxopyrrolidin-1-yl)-1H-indole-3-carboxamide BrC=1C=C2C(=CNC2=C(C1)N1C(CCC1)=O)C(=O)NC